(3R*,4S*)-N-ethyl-4-fluoropyrrolidin-3-amine-2HCl Cl.Cl.C(C)N[C@@H]1CNC[C@@H]1F |o1:5,9|